cis-N-(4-methyl-3-(4-methyloxazol-2-yl)phenyl)-2-azabicyclo[2.2.1]heptane-2-carboxamide CC1=C(C=C(C=C1)NC(=O)N1[C@@H]2CC[C@H](C1)C2)C=2OC=C(N2)C